BrC=1C=C2C(=NC1)N=C(N2)C(C)C=2N=C1CCCNC1=CC2 6-(1-(6-bromo-1H-imidazo[4,5-b]pyridin-2-yl)ethyl)-1,2,3,4-tetrahydro-1,5-naphthyridine